naphthalene-2,6-dithiol C1=C(C=CC2=CC(=CC=C12)S)S